O1C=NC2=C1C=CC=C2N2C=C(C=CC2=O)C(=O)NC2=CC=C(C=C2)OC(F)(F)Cl 1-(1,3-Benzoxazol-4-yl)-N-[4-(chlorodifluoromethoxy)phenyl]-6-oxo-1,6-dihydropyridine-3-carboxamide